1,6-dicyanononane C(#N)CCCCCC(CCC)C#N